CCCCCCOC(=O)CCC(=O)CN Hexyl-aminolevulinate